ClC=1N=NC2=CC=C(C=C2C1)\C=C\OCC (E)-3-chloro-6-(2-ethoxyvinyl)cinnoline